6-(cyclopropylmethyl)-1H-pyrazolo[3,4-d]pyrimidin-4-ol C1(CC1)CC1=NC(=C2C(=N1)NN=C2)O